(2S)-2-Amino-3-methyl-1-[2-{(2E)-2-[(3-methylphenyl)methylidene]hydrazinyl}-4-(morpholin-4-yl)-5,7-dihydro-6H-pyrrolo[3,4-d]pyrimidin-6-yl]butan-1-one N[C@H](C(=O)N1CC=2N=C(N=C(C2C1)N1CCOCC1)N/N=C/C1=CC(=CC=C1)C)C(C)C